N-[(1S,2S)-2-[(4-fluorophenoxy)methyl]cyclopentyl]-6-methoxy-3-(triazol-2-yl)pyridine-2-carboxamide FC1=CC=C(OC[C@@H]2[C@H](CCC2)NC(=O)C2=NC(=CC=C2N2N=CC=N2)OC)C=C1